1-{4-[4-(2-cyclohexylacetamido)-1H-1,2,3-triazol-1-yl]butyl}-N-(cyclopentylmethyl)-1H-1,2,3-triazole-4-carboxamide C1(CCCCC1)CC(=O)NC=1N=NN(C1)CCCCN1N=NC(=C1)C(=O)NCC1CCCC1